C(C1=CC=CC=C1)OC=1C=C2CCC(=C(C2=CC1)C1=C(C=C(C=C1)N1CCC2(CC(C2)C(OC)OC)CC1)OC)Br 7-(4-(6-(benzyloxy)-2-bromo-3,4-dihydronaphthalen-1-yl)-3-methoxyphenyl)-2-(dimethoxymethyl)-7-azaspiro[3.5]nonane